N1CCC(CC1)OCCOCCOCCOCCNC(OC(C)(C)C)=O Tert-butyl (2-(2-(2-(2-(piperidin-4-yloxy)ethoxy)ethoxy)ethoxy)ethyl)carbamate